CN1C=C(C=CC1=O)C=O 1-methyl-6-oxo-1,6-dihydropyridine-3-carbaldehyde